NC1=NC=C(C=C1C(=O)N[C@@H]1[C@H](CCC1)OCC1=CC=C(C=C1)C=1C=C2CC[C@@H](C2=CC1)N1CCN(CC1)C(CO)CO)C=1C=NN(C1)C 2-amino-N-{(1S,2S)-2-[(4-{(1S)-1-[4-(1,3-dihydroxypropan-2-yl)piperazin-1-yl]-2,3-dihydro-1H-inden-5-yl}phenyl)methoxy]cyclopentyl}-5-(1-methyl-1H-pyrazol-4-yl)pyridine-3-carboxamide